NC=1C(=NC=C(C1)S(=O)(=O)C1=CC=C(C=C1)OC(F)(F)F)C(=O)NNC(CO)=O 3-Amino-N'-(hydroxyacetyl)-5-[4-(trifluoromethoxy)benzene-1-sulfonyl]pyridine-2-carbohydrazide